22-(2-((1,2-Dimethylhydrazino)methyl)-1H-indol-1-yl)-2,3-dimethyl-4,14,20-trioxo-7,10-dioxa-3,13,16,19-tetraazadocosane-1-oic acid CN(NC)CC=1N(C2=CC=CC=C2C1)CCC(NCCNCC(NCCOCCOCCC(N(C(C(=O)O)C)C)=O)=O)=O